Isostearyl Pentatriacontanoate C(CCCCCCCCCCCCCCCCCCCCCCCCCCCCCCCCCC)(=O)OCCCCCCCCCCCCCCCC(C)C